CC1=CC=C(C=C1)S(=O)(=O)OCCC1=CC=C(C=C1)CN1C(=C(C2=CC(=CC=C12)OCC1=CC=CC=C1)F)C1=C(C=CC=C1)C(F)(F)F 4-((5-(benzyloxy)-3-fluoro-2-(2-(trifluoromethyl)phenyl)-1H-indol-1-yl)methyl)phenethyl 4-methylbenzenesulfonate